N-(5-(3-chlorobenzyl)pyridin-2-yl)-1-ethyl-6-oxo-1,6-dihydropyridine-3-carboxamide ClC=1C=C(CC=2C=CC(=NC2)NC(=O)C2=CN(C(C=C2)=O)CC)C=CC1